C1(=CC=CC=C1)N(C1=CC=C(C=C1)N(C1=CC=C(C=C1)N(C=1C=C(C=CC1)C)C1=CC=CC=C1)C1=CC=C(C=C1)N(C=1C=C(C=CC1)C)C1=CC=CC=C1)C=1C=C(C=CC1)C N1-phenyl-N4,N4-bis(4-(phenyl(m-tolyl)amino)phenyl)-N1-(m-tolyl)benzene-1,4-diamine